C(#N)N1C[C@@H](C[C@@H]1COC)NC(=O)C=1OC(=NN1)C1=CC(=CC=C1)C(F)(F)F N-((3R,5R)-1-Cyano-5-(methoxymethyl)pyrrolidin-3-yl)-5-(3-(trifluoromethyl)phenyl)-1,3,4-oxadiazol-2-carboxamid